[4-[(4-anilino-5-methyl-pyrimidin-2-yl)-(trifluoromethylsulfonyl)amino]-2-ethyl-6-methoxycarbonyl-phenyl]boronic acid N(C1=CC=CC=C1)C1=NC(=NC=C1C)N(C1=CC(=C(C(=C1)C(=O)OC)B(O)O)CC)S(=O)(=O)C(F)(F)F